2-Methyl-2-(4-(3-methyl-2-oxo-6-(quinolin-6-ylamino)-2,3-dihydro-1H-imidazo[4,5-c]pyridin-1-yl)phenyl)propanenitrile CC(C#N)(C)C1=CC=C(C=C1)N1C(N(C=2C=NC(=CC21)NC=2C=C1C=CC=NC1=CC2)C)=O